3-[3-chloro-4-[(4-methylimidazol-1-yl)methyl]phenyl]-5-(trifluoromethyl)-1,2,4-oxadiazole ClC=1C=C(C=CC1CN1C=NC(=C1)C)C1=NOC(=N1)C(F)(F)F